C(C)C=1N=C(C(=NC1)C)C 5-ETHYL-2,3-DIMETHYLPYRAZINE